C(CC1=CC=CC=C1)N PHENETHYLAMIN